C(C1=CC=CC=C1)OC1=NC(=CC=C1C1=NN(C2=C(C(=C(C=C12)F)C=1CCN(CC1)CC1C(CN(CC1)C(=O)OC(C)(C)C)F)F)C)OCC1=CC=CC=C1 tert-butyl 4-[[4-[3-(2,6-dibenzyloxy-3-pyridyl)-5,7-difluoro-1-methyl-indazol-6-yl]-3,6-dihydro-2H-pyridin-1-yl]methyl]-3-fluoro-piperidine-1-carboxylate